CN1CCC(CC1)(C)C#CC1=CC(=NC(=C1)C)C(=O)[O-].[Li+] lithium 4-((1,4-dimethylpiperidin-4-yl)ethynyl)-6-methylpicolinate